C1(=CC=CC=2C3=CC=CC=C3C3=CC=C4C(=C3C12)C=CC=C4)C4=C1C(=C(C(=C(C1=C(C=1C(=C(C(=C(C41)[2H])[2H])[2H])[2H])[2H])[2H])[2H])[2H])C4=C(C=CC=C4)C4=CC=CC1=CC=CC=C41 benzotriphenylenyl(naphthylphenyl)anthracene-d8